C1(CCCC1)C1C(C1)C=1C=CC2=C(C(=C(O2)C)C(=O)OCC)C1 ethyl 5-(2-cyclopentylcyclopropyl)-2-methylbenzofuran-3-carboxylate